OC1CN(C1)C1=NC(=NC=C1)CN1C(C=C(C=C1)C1=NN(C2=CC=CC=C12)C1=CC=C(C=C1)C(F)(F)F)=O 1-((4-(3-hydroxyazetidin-1-yl)pyrimidin-2-yl)methyl)-4-(1-(4-(trifluoromethyl)phenyl)-1H-indazol-3-yl)pyridin-2(1H)-one